[O-2].[Mn+2].[Co+2].[Ni+2].[O-2].[O-2] Nickel-Cobalt-Manganese Oxide